1-{3-[2-(1,4-Dioxan-2-yl)ethoxy]pyridin-4-yl}methylamine O1C(COCC1)CCOC=1C=NC=CC1CN